Methyl 5-((3-methoxyphenyl)amino)-2-methylimidazo[1,2-c]quinazoline-8-carboxylate COC=1C=C(C=CC1)NC1=NC=2C=C(C=CC2C=2N1C=C(N2)C)C(=O)OC